O=C1C(=C(C=NN1)OC(C(=O)N)C)C(F)(F)F ((6-oxo-5-(trifluoromethyl)-1,6-dihydropyridazin-4-yl)oxy)propanamide